[Cl-].[Cl-].C1(CCCCC1)[SiH2][Hf+2] cyclohexylsilyl-hafnium dichloride